5-methyloctahydro-2H-Imidazo[4,5-c]Pyridine-2-one CN1CC2C(CC1)NC(N2)=O